(S)-N-(1-amino-3-hydroxy-1-oxopropan-2-yl)-5-((1-(2,2-difluoroethyl)-1H-pyrazol-5-yl)methoxy)-2-methylbenzofuran-3-carboxamide NC([C@H](CO)NC(=O)C1=C(OC2=C1C=C(C=C2)OCC2=CC=NN2CC(F)F)C)=O